(2R)-2-[(E)-2-(1,3-benzodioxol-5-yl)vinyl]-4-methoxy-2,3-dihydropyran-6-one O1COC2=C1C=CC(=C2)/C=C/[C@@H]2OC(C=C(C2)OC)=O